isooctyl thioglycolate C(CS)(=O)OCCCCCC(C)C